7a-Hydroxy-3-oxo-4-cholestenoic acid O[C@H]1[C@H]2[C@@H]3CC[C@H]([C@@H](CCCC(C(=O)O)C)C)[C@]3(CC[C@@H]2[C@]2(CCC(C=C2C1)=O)C)C